IC=1C=C(C=CC1)C(CN1C=NC=C1C(=O)OC)=O methyl 1-(2-(3-iodophenyl)-2-oxoethyl)-1H-imidazole-5-carboxylate